methyl 2-ethylidene-6,6-dimethylcyclohex-3-ene-1-carboxylate C(C)=C1C(C(CC=C1)(C)C)C(=O)OC